O=C1N(C(C2=CC=CC=C12)=O)[C@H](C(=O)Cl)CC1=CC=CC=C1 (S)-2-(1,3-dioxoisoindolin-2-yl)-3-phenylpropanoyl chloride